ClC=1C=C(C=CC1Cl)C1=CC=C(C=C1)CCCN1C(N=CC2=C1SC(=C2)C)C(F)(F)F N-(3-(3',4'-dichloro-[1,1'-biphenyl]-4-yl)propyl)-6-methyl-2-(trifluoromethyl)thieno[2,3-d]pyrimidin